ethyl 2-(4-chloro-7-(difluoromethyl)-6-(4-morpholinophenyl)-2H-indazol-2-yl)acetate ClC=1C2=CN(N=C2C(=C(C1)C1=CC=C(C=C1)N1CCOCC1)C(F)F)CC(=O)OCC